C12CN(CC2C1)C1=CC(=C(C=C1)CN1C=NC(=C1)C(=O)OCC)C=O ethyl 1-[(4-{3-azabicyclo[3.1.0]hex-3-yl}-2-formylphenyl) methyl]-1H-imidazole-4-carboxylate